4-(5-fluoro-6-(5-((2-fluorophenyl)sulfonyl)-6-methoxypyridin-3-yl)quinolin-4-yl)piperazine FC1=C2C(=CC=NC2=CC=C1C=1C=NC(=C(C1)S(=O)(=O)C1=C(C=CC=C1)F)OC)N1CCNCC1